ClC1=NC=NC(=C1C#N)NCCC1=CC=CC=C1 4-chloro-6-(2-phenylethylamino)pyrimidine-5-carbonitrile